BrC=1C=C(OCCN2CCOCC2)C=C(C1)[N+](=O)[O-] 4-(2-(3-bromo-5-nitro-phenoxy)ethyl)morpholine